(S)-tert-butyl 2-((2S,3R)-1-amino-3-hydroxy-1-oxobutan-2-yl)-1-oxo-2,5-diazaspiro[3.4]octane-5-carboxylate NC([C@H]([C@@H](C)O)N1C([C@]2(C1)N(CCC2)C(=O)OC(C)(C)C)=O)=O